(1-methyl-4-piperidyl)methyl 4-(3-hydroxy-3-methyl-but-1-ynyl)-2,6-dimethyl-7-oxo-1H-pyrrolo[2,3-c]pyridine-3-carboxylate OC(C#CC=1C2=C(C(N(C1)C)=O)NC(=C2C(=O)OCC2CCN(CC2)C)C)(C)C